CC1=C(C=CC=C1Cl)NC2=CC=CC=C2C(=O)O The molecule is an aminobenzoic acid that is anthranilic acid in which one of the hydrogens attached to the nitrogen is replaced by a 3-chloro-2-methylphenyl group. Tolfenamic acid is used specifically for relieving the pain of migraine. It also shows anticancer activity. It has a role as a non-steroidal anti-inflammatory drug, a non-narcotic analgesic, an EC 1.14.99.1 (prostaglandin-endoperoxide synthase) inhibitor and an EC 2.7.1.33 (pantothenate kinase) inhibitor. It is an aminobenzoic acid, an organochlorine compound and a secondary amino compound. It derives from an anthranilic acid.